(5-fluoro-3-methylbenzofuran-2-yl)(1-fluorocyclopropyl)methylamine FC=1C=CC2=C(C(=C(O2)NCC2(CC2)F)C)C1